diethyl-siloxysilane C(C)[SiH](O[SiH3])CC